FC=1C=CC(=C(C1)C#CC=1C=CC=NC1)NS(=O)(=O)C=1C=CC(=C2C=CC=NC12)OC 5-{2-[5-Fluoro-2-(5-methoxychinolin-8-sulfonamido)phenyl]ethynyl}pyridin